N1=C(C=CC=C1)N1N=C2CCC(CC2=C1)N1CCN(CC1)CC1=NC=CC=C1 2-(pyridin-2-yl)-5-(4-(pyridin-2-ylmethyl)piperazin-1-yl)-4,5,6,7-tetrahydro-2H-indazole